N[C@H]1CN(CCC1)C1=C2C(=NC=C1)N(C(=N2)C2=CC(=C(C#N)C=C2)F)C2=C(C=C(C=C2)N2CCCC2)F (R)-4-(7-(3-aminopiperidine-1-yl)-3-(2-fluoro-4-(pyrrolidine-1-yl)phenyl)-3H-imidazo[4,5-b]pyridine-2-yl)-2-fluorobenzonitrile